2-(Butylamino)-1-(4-fluorophenyl)ethan-1-ol C(CCC)NCC(O)C1=CC=C(C=C1)F